[Si](C1=CC=CC=C1)(C1=CC=CC=C1)(C(C)(C)C)OCC[C@H](CCC)NC=1C2=C(N=C(N1)N)C=NN2CC2=C(C=CC(=C2)CCl)OC (S)-N7-(1-((tert-butyldiphenylsilyl)oxy)hexan-3-yl)-1-(5-(chloromethyl)-2-methoxybenzyl)-1H-pyrazolo[4,3-d]pyrimidine-5,7-diamine